[N+](=O)([O-])C1=CC=C(C(=O)OC2=CC(=CC(=C2)OC2=CC(=C(C(=C2)F)F)F)OC(C2=CC=C(C=C2)[N+](=O)[O-])=O)C=C1 5-(3,4,5-Trifluorophenoxy)-1,3-phenylene bis(4-nitrobenzoate)